butoxy-7-((2-isopropyl-1,2,3,4-tetrahydroisoquinolin-7-yl)methyl)imidazo[2,1-f][1,2,4]triazin-4-amine C(CCC)OC1=NN2C(C(=N1)N)=NC=C2CC2=CC=C1CCN(CC1=C2)C(C)C